BrC=1SC(=CC1C(=O)O)Br.C1(=CC=CC=2C3=CC=CC=C3CC12)COC(=O)C([C@@H](O)[C@H](O)CO)O fluorenylmethyloxycarbonyl-threitol 2,5-dibromothiophene-3-carboxylate